ClC1=CC=C(C(=N1)NC(=O)[C@H]1N[C@@H]2C[C@@]2(C1)C)C (1R,3S,5R)-N-(6-chloro-3-methylpyridin-2-yl)-5-methyl-2-azabicyclo[3.1.0]Hexane-3-carboxamide